2-(4-trifluoromethylphenylamino)-4-(4-cyanophenyl)thiazole FC(C1=CC=C(C=C1)NC=1SC=C(N1)C1=CC=C(C=C1)C#N)(F)F